C(C)(C)(C)OC(=O)N1CC(CCC1)N1C(C(=CC2=C1N=C(N=C2)NCCOCCO)N2CCN(C1=C(C=CC=C21)C)C(=O)OCC2=CC=CC=C2)=O benzyl 4-[8-(1-tert-butoxycarbonyl-3-piperidyl)-2-[2-(2-hydroxyethoxy)ethylamino]-7-oxo-pyrido[2,3-d]pyrimidin-6-yl]-8-methyl-2,3-dihydroquinoxaline-1-carboxylate